1-(5-(6-(trifluoromethyl)pyridin-3-yl)-5,6,6a,7,9,10-hexahydro-8H-pyrazino[1,2-a]pyrido[3,2-e]pyrazin-8-yl)ethan-1-one FC(C1=CC=C(C=N1)N1CC2N(C3=C1C=CC=N3)CCN(C2)C(C)=O)(F)F